C(C)(C)(C)OC(=O)N1CCC(CC1)C=1C=CC=C2C=C[C@@H](OC12)C1=C(C=C(C=C1)C(=O)C1CC1)F (R)-4-(2-(4-(cyclopropylcarbonyl)-2-fluorophenyl)-2H-chromen-8-yl)piperidine-1-carboxylic acid tert-butyl ester